tert-butyl 2-[1-(4-amino-2-fluoro-5-methoxy-phenyl)-4-hydroxy-4-piperidyl]acetate NC1=CC(=C(C=C1OC)N1CCC(CC1)(O)CC(=O)OC(C)(C)C)F